(S)-3-(3-(1-((2-amino-6,8-difluoroquinolin-3-yl)oxy)ethyl)-4-(1H-pyrazol-1-yl)phenyl)-1,2,4-oxadiazol-5(4H)-one NC1=NC2=C(C=C(C=C2C=C1O[C@@H](C)C=1C=C(C=CC1N1N=CC=C1)C1=NOC(N1)=O)F)F